1-(5,7-dimethoxy-2,2-dimethyl-2H-benzopyran-6-yl)ethanone COC1=C(C(=CC2=C1C=CC(O2)(C)C)OC)C(C)=O